C(#N)C1=C(C=C(C=C1)F)[C@@H]([C@H](C)C=1N(C(C(=C(N1)C(=O)NC=1C=NOC1)O)=O)C)C=1C(=NN(C1C)CCOC)C 2-((1r,2s)-1-(2-cyano-5-fluorophenyl)-1-(1-(2-methoxyethyl)-3,5-dimethyl-1H-pyrazol-4-yl)propan-2-yl)-5-hydroxy-N-(isoxazol-4-yl)-1-methyl-6-oxo-1,6-dihydropyrimidine-4-carboxamide